5-bromo-3-(trifluoromethyl)benzene-1,2-diamine BrC1=CC(=C(C(=C1)N)N)C(F)(F)F